3-[1-(2-hydroxy-2-methylpropyl)-4-methyl-1H-benzotriazol-5-yl]propanoic acid OC(CN1N=NC2=C1C=CC(=C2C)CCC(=O)O)(C)C